1-Bromo-2-chloro-3-(difluoromethyl)-5-iodobenzene BrC1=C(C(=CC(=C1)I)C(F)F)Cl